dineopentyl-2,3-diisopropyl-2-methylsuccinate C(C(C)(C)C)OC(C(C(C(=O)OCC(C)(C)C)C(C)C)(C)C(C)C)=O